C1(CC1)CN1C(=NC2=C1C=CC(=C2)F)NC(CC2=CC(=C(OC1=NC=CC=C1C(=O)N)C=C2)F)=O 2-(4-(2-((1-(cyclopropylmethyl)-5-fluoro-1H-benzo[d]imidazol-2-yl)amino)-2-oxoethyl)-2-fluorophenoxy)pyridine-3-carboxamide